FC1CC2(C=CCN2C1)CO (2-fluoro-tetrahydro-pyrrolizin-7a-yl)-methanol